1-(2,3-dichlorophenyl)-4-(4-(3-(4-methylpiperazin-1-yl)propoxy)phenethyl)piperazine ClC1=C(C=CC=C1Cl)N1CCN(CC1)CCC1=CC=C(C=C1)OCCCN1CCN(CC1)C